methyl(1-(benzo[d][1,3]dioxol-5-yl)propan-2-yl)(methyl)carbamate COC(N(C)C(CC1=CC2=C(OCO2)C=C1)C)=O